dodecanedioic acid di(2-ethylhexyl) ester C(C)C(COC(CCCCCCCCCCC(=O)OCC(CCCC)CC)=O)CCCC